5'-methoxy-5,6-dihydro-[3,3'-bipyridine]-1(2H)-carboxylic acid tert-butyl ester C(C)(C)(C)OC(=O)N1CC(=CCC1)C=1C=NC=C(C1)OC